ethyl 2-(4,4-difluoroazepan-1-yl)-6-methyl-5-(trifluoromethyl)nicotinate FC1(CCN(CCC1)C1=C(C(=O)OCC)C=C(C(=N1)C)C(F)(F)F)F